N[C@H]1[C@H](CCCC1)NC(C1=CC=C(C=C1)C1=NC(=CN=C1)C=1C=NC=C(C1)F)=O N-((1s,2r)-2-aminocyclohexyl)-4-(6-(5-fluoropyridin-3-yl)pyrazin-2-yl)benzamide